C[Si](C#CC)(C)C 1-trimethylsilyl-1-propyne